tert-butyl 3-(4-fluoro-5-(hydroxymethyl)benzofuran-7-yl)benzylcarbamate FC1=C(C=C(C2=C1C=CO2)C=2C=C(CNC(OC(C)(C)C)=O)C=CC2)CO